CC1(N(CCC(C1)N1CC(CCC1)C1=CC=CC=C1)C(=O)NCCCCC1=CC=CC=C1)C 2,2-dimethyl-N-(4-phenylbutyl)-4-(3-phenyl-1-piperidinyl)piperidine-1-carboxamide